2-oxopyrrolidine-1-carboxylate O=C1N(CCC1)C(=O)[O-]